C(C)(=O)C1=NN(C2=C(C=C(C=C12)C=1C=NC(=NC1)C)C)CC(=O)N1[C@@H]2C[C@@]2(C[C@H]1C(=O)NC1=NC(=CC=C1C)Br)CNCC1=CC=CC=C1 (1R,3S,5R)-2-(2-(3-acetyl-7-methyl-5-(2-methylpyrimidin-5-yl)-1H-indazol-1-yl)acetyl)-5-((benzylamino)methyl)-N-(6-bromo-3-methylpyridin-2-yl)-2-azabicyclo[3.1.0]hexane-3-carboxamide